2-(1-cyclopropyl-pyrazol-4-yl)tetrahydropyran-4-carboxamide C1(CC1)N1N=CC(=C1)C1OCCC(C1)C(=O)N